(4-amino-1,3-dihydrofuro[3,4-c]quinolin-8-yl)((3S,5R)-3-(6-(difluoromethoxy)-3-pyridazinyl)-5-methyl-4-morpholinyl)methanone NC1=NC=2C=CC(=CC2C2=C1COC2)C(=O)N2[C@H](COC[C@H]2C)C=2N=NC(=CC2)OC(F)F